methyl 2-(((2S)-2-((tert-butoxycarbonyl)amino)-1-cyano-3-(1H-indol-3-yl)propyl)amino)-5-(2,3-dihydrobenzo[b][1,4]dioxin-6-yl)benzoate C(C)(C)(C)OC(=O)N[C@H](C(C#N)NC1=C(C(=O)OC)C=C(C=C1)C1=CC2=C(OCCO2)C=C1)CC1=CNC2=CC=CC=C12